C(C1=CC=CC=C1)OC(=O)N1[C@H]2[C@H](N(C[C@@H]1CC2)C(C(C2=CC=CC=C2)C2=CC=CC=C2)=O)C(=O)O (1R,2S,5S)-8-((benzyloxy)carbonyl)-3-(2,2-diphenylacetyl)-3,8-diazabicyclo[3.2.1]octane-2-carboxylic acid